NC1=CC=C(C=C1)S(=O)(=O)NC1CC1 4-amino-N-cyclopropyl-benzenesulfonamide